4-(5-(5-ethoxy-2-fluoro-4-methoxyphenyl)pyridin-3-yl)-1,2-oxaborolan-2-ol C(C)OC=1C(=CC(=C(C1)C=1C=C(C=NC1)C1CB(OC1)O)F)OC